((S)-6,7-dichloro-8-methoxy-1-methyl-1,3-dihydro-2H-pyrrolo[3,4-c]quinolin-2-yl)((R)-4,4-difluoropyrrolidin-2-yl)methanone ClC1=C(C(=CC=2C3=C(C=NC12)CN([C@H]3C)C(=O)[C@@H]3NCC(C3)(F)F)OC)Cl